ClC=1C(=NN2C1C(NCC2)=O)C2=CC(=NC=C2)F 3-chloro-2-(2-fluoropyridin-4-yl)-6,7-dihydropyrazolo[1,5-a]pyrazin-4(5H)-one